N-((R)-(4-(cyclopropanesulfonamido)pyridin-2-yl)((S)-tetrahydrofuran-3-yl)methyl)-5-(6-ethoxypyrazin-2-yl)thiazole-2-carboxamide C1(CC1)S(=O)(=O)NC1=CC(=NC=C1)[C@H](NC(=O)C=1SC(=CN1)C1=NC(=CN=C1)OCC)[C@H]1COCC1